C(C)(C)(C)C1(OCCCC1)OCCBr tert-butyl-2-(2-bromoethoxy)tetrahydro-2H-pyran